The molecule is a polyphenol that is a phloroglucinol derivative isolated from the rhizomes of Dryopteris crassirhizoma and has been shown to exhibit radical scavenging and antibacterial activity. It has a role as a metabolite and an antibacterial agent. It is a beta-hydroxy ketone, a methyl ketone, a polyphenol and an aromatic ketone. It derives from a phloroglucinol. CCCC(=O)C1=C(C(=C(C(=C1O)CC2=C(C(C(=O)C(=C2O)C(=O)C)(C)C)O)O)C)O